C(CC)C1(CCCCC1)C1(CC=CC=C1F)F trans-o-(propyl-cyclohexyl)-2,3-difluorobenzene